FC(C#N)CCCCCCCC fluoro-decanonitrile